CC1=CC=C(COC=2C=C(C=CC2)C=2SC(=C(N2)C)C(C)=NNC(=N)N)C=C1 2-(3-(p-methylbenzyloxy)phenyl)-4-methyl-5-(1-(guanidinoimino)ethyl)-thiazole